2-(4-(2-((3-(Bis(2-hydroxydodecyl)amino)propyl)disulfaneyl)ethyl)piperazin-1-yl)ethyl 4-(bis(2-hydroxytetradecyl)amino)butanoate OC(CN(CCCC(=O)OCCN1CCN(CC1)CCSSCCCN(CC(CCCCCCCCCC)O)CC(CCCCCCCCCC)O)CC(CCCCCCCCCCCC)O)CCCCCCCCCCCC